BrC1=C(C(=NC(=C1)Cl)F)O 4-bromo-6-chloro-2-fluoropyridin-3-ol